NC=1C=C(C=NC1)C=1N=NN(C1)[C@@H]1CN(C[C@H]1OCC1=CC=C(C=C1)C(F)(F)F)C(C=C)=O 1-(trans-3-(4-(5-aminopyridin-3-yl)-1H-1,2,3-triazol-1-yl)-4-(4-(trifluoromethyl)benzyloxy)pyrrolidin-1-yl)prop-2-en-1-one